tert-butyl N-[3-(5-bromo-[1,2,4]triazolo[4,3-a]pyridin-3-yl)propyl]-N-(3-methoxypropyl)carbamate BrC1=CC=CC=2N1C(=NN2)CCCN(C(OC(C)(C)C)=O)CCCOC